C(C=C)(=O)N1C(CN(CC1)C1=NC(=C(C=2CN(CCC12)C1=CC(=CC2=CC=CC=C12)O)C#N)OC[C@H]1N(CCC1)C)CC#N 1-(4-acryloyl-3-(cyanomethyl)piperazin-1-yl)-6-(3-hydroxynaphthalen-1-yl)-3-(((S)-1-methyl-pyrrolidin-2-yl)methoxy)-5,6,7,8-tetrahydro-2,6-naphthyridine-4-carbonitrile